methyl (((6-hydroxy-5'-methyl-4-pentyl-2'-(prop-1-en-2-yl)-[1,1'-biphenyl]-2-yl)oxy)methyl)(phenyl)carbamate OC1=CC(=CC(=C1C1=C(C=CC(=C1)C)C(=C)C)OCN(C(OC)=O)C1=CC=CC=C1)CCCCC